C(C)(C)(C)OC(=O)NC1CC(C1)S=C(C)[O-] S-((1r,3r)-3-((tert-butoxycarbonyl)amino)cyclobutyl)ethanethioate